(2R,3S,4S,5R)-5-(benzyloxymethyl)-4-(3,4-difluoro-2-methoxy-phenyl)-2,3-dimethyl-2-(trifluoromethyl)tetrahydrofuran C(C1=CC=CC=C1)OC[C@H]1[C@@H]([C@@H]([C@@](O1)(C(F)(F)F)C)C)C1=C(C(=C(C=C1)F)F)OC